4-bromo-2-(2,6-dioxo-3-piperidinyl)isoindoline-1,3-dione BrC1=C2C(N(C(C2=CC=C1)=O)C1C(NC(CC1)=O)=O)=O